Cl.F[C@H]1CNC[C@@H]1F (3s,4s)-3,4-difluoropyrrolidine hydrochloride